BrC=1C(=NC(=NC1)NC1=C(C=C(C(=C1)[N+](=O)[O-])N(C)CCN(C)C)OC)C=1C=C(C2=C(N(C(=N2)C)C(C)C)C1)F N1-(5-bromo-4-(4-fluoro-1-isopropyl-2-methyl-1H-benzo[d]imidazole-6-yl)pyrimidin-2-yl)-N4-(2-(dimethylamino)ethyl)-2-methoxy-N4-methyl-5-nitrobenzene-1,4-diamine